dioleoylethyldimethylammonium C(CCCCCCC\C=C/CCCCCCCC)(=O)C([NH+](C)CC)C(CCCCCCC\C=C/CCCCCCCC)=O